nitropiperonyl-nitropyrrol [N+](=O)([O-])C=1C(=C(NC1)[N+](=O)[O-])CC1=CC=2OCOC2C=C1